6-(((3-(5-Methylisoxazol-3-yl)-[1,2,4]triazolo[3,4-a]phthalazin-6-yl)oxy)methyl)-N-morpholinonicotinamid CC1=CC(=NO1)C1=NN=C2N1N=C(C1=CC=CC=C21)OCC2=NC=C(C(=O)NN1CCOCC1)C=C2